di(2-ethoxysilylpropyl)-2-ethoxysilylpropylthiosilane C(C)O[SiH2]C(C[SiH](SCC(C)[SiH2]OCC)CC(C)[SiH2]OCC)C